(4-methoxyphenyl)-2-methoxy-1-(phenylmethoxy)-4-(1-propen-1-yl)-benzene COC1=CC=C(C=C1)C=1C(=C(C=CC1C=CC)OCC1=CC=CC=C1)OC